3-(tetramethyl-1,3,2-dioxaborolan-2-yl)-1-[tris(propan-2-yl)silyl]-1H-pyrrole CC1(C(OB(O1)C1=CN(C=C1)[Si](C(C)C)(C(C)C)C(C)C)(C)C)C